methyl-5-methyl-1,3-dioxol-2-one CC=1OC(OC1C)=O